N'-((1,2,3,5,6,7-hexahydro-s-indacen-4-yl)carbamoyl)-3'H-spiro[cyclobutane-1,2'-pyrazolo[5,1-b]oxazole]-7'-sulfonimidamide C1CCC2=C(C=3CCCC3C=C12)NC(=O)N=S(=O)(N)C=1C=NN2C1OC1(C2)CCC1